2-hydroxyethyl 2-(4-((4'-(1,1,1,3,3,3-hexafluoro-2-hydroxypropan-2-yl)-2-methyl-[1,1'-biphenyl]-4-yl)methyl)-1-(pyridin-4-ylmethyl)piperazin-2-yl)acetate FC(C(C(F)(F)F)(O)C1=CC=C(C=C1)C1=C(C=C(C=C1)CN1CC(N(CC1)CC1=CC=NC=C1)CC(=O)OCCO)C)(F)F